n-butyltris(tert-butoxy)tin C(CCC)[Sn](OC(C)(C)C)(OC(C)(C)C)OC(C)(C)C